C(C)(C)(C)OC(=O)N1C(C2=CC(=CC=C2C1)C1=NC(=NC=C1C#N)SC)=O 6-(5-cyano-2-(methylthio)pyrimidin-4-yl)-1-oxoisoindoline-2-carboxylic acid tert-butyl ester